O1C(CCCC1)O[C@@H](C)C=1N(C=CN1)CC1=NOC(=C1)C1=CC=C(C=C1)C#CC1=CC=C(CNC2CS(CC2)(=O)=O)C=C1 3-((4-((4-(3-((2-((1S)-1-((tetrahydro-2H-pyran-2-yl)oxy)ethyl)-1H-imidazole-1-yl)methyl)isoxazol-5-yl)phenyl)ethynyl)benzyl)amino)tetrahydrothiophene 1,1-dioxide